N1-(4-amino-1,3-dihydrofuro[3,4-c]pyridin-7-yl)-N2-((5-bromopyridin-2-yl)methyl)-N2-(1-(3-fluoropyridin-2-yl)ethyl)oxalamide NC1=NC=C(C2=C1COC2)NC(C(=O)N(C(C)C2=NC=CC=C2F)CC2=NC=C(C=C2)Br)=O